1-(1,1-difluoro-6-phenylhex-1-en-2-yl)-4-methylbenzene FC(=C(CCCCC1=CC=CC=C1)C1=CC=C(C=C1)C)F